N-[3-(dimethylamino)propyl]tetradecanamide tert-butyl-4-(3-bromo-5-(2-methylprop-1-en-1-yl)-1H-pyrazol-1-yl)piperidine-1-carboxylate C(C)(C)(C)OC(=O)N1CCC(CC1)N1N=C(C=C1C=C(C)C)Br.CN(CCCNC(CCCCCCCCCCCCC)=O)C